C[Si](O[Si](O[SiH](C)C)(C)C)(CC[Si](OC)(OC)OC)C 1,1,3,3,5,5-hexamethyl-1-(2-(trimethoxysilyl)ethyl)trisiloxane